[1-(4-chloro-3-fluorophenyl)-5-(chloromethyl)-1,2,4-triazol-3-yl]methanol ClC1=C(C=C(C=C1)N1N=C(N=C1CCl)CO)F